FC1(CN(CC1)C=1C(=NC=CN1)C(=O)O)F 3-(3,3-difluoropyrrolidin-1-yl)pyrazine-2-carboxylic acid